1-(2-(7H-pyrrolo[2,3-d]pyrimidine-4-carbonyl)-2-azaspiro[3.3]heptan-6-yl)-1-methyl-3-(4-(trifluoromethyl)pyridin-2-yl)urea N1=CN=C(C2=C1NC=C2)C(=O)N2CC1(C2)CC(C1)N(C(=O)NC1=NC=CC(=C1)C(F)(F)F)C